2-Chloro-2'-(2-((2-(trimethylsilyl)ethoxy)methoxy)ethoxy)-[1,1'-biphenyl]-4-carbaldehyde ClC1=C(C=CC(=C1)C=O)C1=C(C=CC=C1)OCCOCOCC[Si](C)(C)C